ClC=1C=C(CC2=C(NC=3N(C2=O)N=C(N3)C(C)N3CCN(CC3)C3=CC(=C(C=C3)Cl)Cl)C)C=CC1 6-(3-chlorobenzyl)-2-(1-(4-(3,4-dichlorophenyl)piperazin-1-yl)ethyl)-5-methyl-[1,2,4]triazolo[1,5-a]pyrimidin-7(4H)-one